1-Methyl-6-thioguanosin CN1C(C=2N=CN([C@H]3[C@H](O)[C@H](O)[C@@H](CO)O3)C2N=C1N)=S